CC(C#C)(C)NC(=O)C1=NC=CC(=C1)NC(CC1=C(C=C(C=C1)C(F)(F)F)O)=O N-(1,1-dimethylprop-2-ynyl)-4-[[2-[2-hydroxy-4-(trifluoromethyl)phenyl]acetyl]amino]pyridine-2-carboxamide